1-(1H-Indol-7-yl)piperidin-2-one N1C=CC2=CC=CC(=C12)N1C(CCCC1)=O